3-(N-decyl-5-(dimethylamino)pentanamido)dodecanoic acid 3-pentyloxy ester CCC(CC)OOC(CC(CCCCCCCCC)N(C(CCCCN(C)C)=O)CCCCCCCCCC)=O